FC1=C(C(=O)N([C@H]2CNCCC2)C2=NC=CC3=CC=CC(=C23)C)C=CC(=C1)NC1=NC=CC(=N1)N1C[C@H](CCC1)O 2-fluoro-4-((4-((S)-3-hydroxypiperidin-1-yl)pyrimidin-2-yl)amino)-N-(8-methylisoquinolin-1-yl)-N-((R)-piperidin-3-yl)benzamide